C(C)C=1C(NC2=CC(=CN=C2C1)CN1CCN(CC1)S(=O)(=O)C)=O 3-ethyl-7-((4-(methylsulfonyl)piperazin-1-yl)methyl)-1,5-naphthyridin-2(1H)-one